1-(4-(((Z)-hex-3-en-1-yl)oxy)-3-methylbutan-3-en-1-yl)-4-methoxybenzene C(C\C=C/CC)OC=C(CCC1=CC=C(C=C1)OC)C